OC1=CC=C(C=C1)[C@@H](C)NC(C=C)=O (R)-N-(1-(4-hydroxyphenyl)ethyl)acrylamide